C(C)(=O)NC=1CN(C=C(C1)C1=CN(C(C=C1)=O)CC)CCOCCNCC(=O)N1CCN(CC1)C(C1=C(C=CC(=C1)CC1=NNC(C2=CC=CC=C12)=O)F)=O 3-acetamido-5-(1-ethyl-6-oxo-3-pyridyl)-N-[2-[2-[[2-[4-[2-fluoro-5-[(4-oxo-3H-phthalazin-1-yl)methyl]benzoyl]piperazin-1-yl]-2-oxo-ethyl]amino]ethoxy]ethyl]pyridine